C(C\C=C/CCCCCC)(=O)O (Z)-Dec-3-enoic acid